FC(C1(C=CCCC1)O)(F)F 1-(trifluoromethyl)cyclohex-2-en-1-ol